C[C@H]1COC2=C1C=CC(=C2)C |r| (rac)-3,6-dimethyl-2,3-dihydrobenzofuran